CN(CCN)CCN N1-(2-aminoethyl)-N1-methylethane-1,2-diamine